(3R,6S,9aS)-8-(1'-acetyl-[1,4'-bipiperidin]-4-yl)-3,6-diisobutyl-1-((E)-3-(pyridin-2-yl)acryloyl)tetrahydropyrazino[2,1-c][1,2,4]oxadiazine C(C)(=O)N1CCC(CC1)N1CCC(CC1)N1C=C2N(O[C@@H](CN2[C@H](C1)CC(C)C)CC(C)C)C(\C=C\C1=NC=CC=C1)=O